[2-[(4-{[6-(5-chloro-2-fluorophenyl)-3-methylpyridazin-4-yl]amino}pyridin-2-yl)carbamoyl]ethyl]-3-(hydroxymethyl)piperazine-1-carboxylate ClC=1C=CC(=C(C1)C1=CC(=C(N=N1)C)NC1=CC(=NC=C1)NC(=O)CCOC(=O)N1CC(NCC1)CO)F